C(N=C=O)N=C=O 2,5-methylene isocyanate